C1(=C(C=CC=C1)CN(C(=O)C1=NNC(=N1)[C@H]1C(N(C=2N(CC1)N=CC2)C)=O)C2CC2)C (o-tolylmethyl)-N-(6S)-2-cyclopropyl-4-methyl-5-oxo-7,8-dihydro-6H-pyrazolo[1,5-a][1,3]diazepin-6-yl-1,2,4-triazole-3-carboxamide